8-methyl-6-(pyridin-3-yl)imidazo[1,2-B]Pyridazine-3-carboxylic acid ethyl ester C(C)OC(=O)C1=CN=C2N1N=C(C=C2C)C=2C=NC=CC2